C(=C)C=1C(=C(C=C(C1)N1C[C@H](OCC1)C)N1C(N(C=C1)CC=1C=NN(C1)CC)=O)F 1-{3-ethenyl-2-fluoro-5-[(2R)-2-methylmorpholin-4-yl]phenyl}-3-[(1-ethyl-1H-pyrazol-4-yl)methyl]-1,3-dihydro-2H-imidazol-2-one